4-(1H-pyrazol-4-yl)phenol N1N=CC(=C1)C1=CC=C(C=C1)O